CO[C@H]([C@@](C(O)C(C)=O)(O)C(C)=O)[C@](O)([C@](O)(COC)C(C)=O)C(C)=O 3,6-di-O-methyl-1,2,4,5-tetraacetyl-mannitol